N=1C=C(N2C1C=CC=C2)CN2CCC1=CC=C(C=C21)C(=O)NC2=CC(=CC(=C2)C(F)(F)F)N2C=NC(=C2)C 1-(Imidazo[1,2-a]pyridin-3-ylmethyl)-N-(3-(4-methyl-1H-imidazol-1-yl)-5-(trifluoromethyl)phenyl)indolin-6-carboxamid